NC1=NC=CC(=C1Cl)OC1=NNC2=NC(=CN=C21)N2CCC1(CC2)[C@H](C2=CC=CC=C2C1)N |o1:24| rel-(R)-1'-(3-((2-amino-3-chloropyridin-4-yl)oxy)-1H-pyrazolo[3,4-b]pyrazin-6-yl)-1,3-dihydrospiro[inden-2,4'-piperidin]-1-amine